methyl 4-[5-chloranyl-2-[2-[6-[di(methyl)amino]-2-methyl-4-oxidanylidene-5,6,7,8-tetrahydroquinazolin-3-yl]ethoxy]phenyl]-2-methyl-pyrrolo[1,2-b]pyridazine-7-carboxylate ClC=1C=CC(=C(C1)C=1C=2N(N=C(C1)C)C(=CC2)C(=O)OC)OCCN2C(=NC=1CCC(CC1C2=O)N(C)C)C